2-(5-isopropyl-2-oxo-2,3-dihydro-1H-indol-1-yl)acetamide C(C)(C)C=1C=C2CC(N(C2=CC1)CC(=O)N)=O